Cl.C1N(CC12CCNCC2)C(C)=O (2,7-diazaspiro[3.5]non-2-yl)ethanone hydrochloride